4-Phenyl-2-trifluoromethyl-1-butene-3-yne C1(=CC=CC=C1)C#CC(=C)C(F)(F)F